(S)-10-((5-chloro-2-((S)-4,6-dimethyl-1,4-diazepan-1-yl)pyrimidin-4-yl)amino)-2-cyclopropyl-3,3-difluoro-7-methyl-1,2,3,4-tetrahydro-[1,4]oxazepino[2,3-c]quinolin-6(7H)-one ClC=1C(=NC(=NC1)N1CCN(C[C@@H](C1)C)C)NC1=CC=2C3=C(C(N(C2C=C1)C)=O)OCC([C@@H](N3)C3CC3)(F)F